bis-(2-butyloctyl) 10-(N-(3-(dimethylamino)propyl)-nonanamido)-nonadecanedioate CN(CCCN(C(CCCCCCCC)=O)C(CCCCCCCCC(=O)OCC(CCCCCC)CCCC)CCCCCCCCC(=O)OCC(CCCCCC)CCCC)C